C(C)C(CNC(=O)C1=CC2=C(S1)CCCCCC2)(CC)CN2CCCC2 N-[2-ethyl-2-(pyrrolidin-1-ylmethyl)butyl]-4,5,6,7,8,9-hexahydrocycloocta[b]thiophene-2-carboxamide